C(C)N(CCOC1=C(C=C2C(=CC=NC2=C1)OC1=C(C=C(C=C1)NC(=O)C1(CC1)C(=O)NC1=CC=C(C=C1)F)F)OC)CC N-(4-{[7-{[2-(Diethylamino)ethyl]oxy}-6-(methyloxy)chinolin-4-yl]oxy}-3-fluorophenyl)-N'-(4-fluorophenyl)cyclopropan-1,1-dicarboxamid